COC(=O)C1CCCCCCCCCCCCCCCCC1 cyclooctadecane-7-carboxylic acid methyl ester